C(#N)C1(CCN(CC1)CC)CCNC(=O)NC1=CC=C2C(=N1)N(C=C2C2=C(C=CC=C2)OC)COCC[Si](C)(C)C 1-[2-(4-cyano-1-ethylpiperidin-4-yl)ethyl]-3-[3-(2-methoxyphenyl)-1-[[2-(trimethylsilyl)ethoxy]methyl]pyrrolo[2,3-b]pyridin-6-yl]urea